4,5-DIHYDRO-FURAN-3-CARBOXYLIC ACID O1C=C(CC1)C(=O)O